1-(4-bromo-3-((R)-2-hydroxypropyl)-1-phenyl-1H-pyrazol-5-yl)-3-((3S,4R)-4-(3,4-difluorophenyl)-1-(2-methoxyethyl)pyrrolidin-3-yl)urea BrC=1C(=NN(C1NC(=O)N[C@@H]1CN(C[C@H]1C1=CC(=C(C=C1)F)F)CCOC)C1=CC=CC=C1)C[C@@H](C)O